BrC=1C=C(C=CC1)C1(COC1)CO[Si](C)(C)C(C)(C)C ((3-(3-bromophenyl)oxetan-3-yl)methoxy)(tert-butyl)dimethylsilane